(S)-(1-(4-((3-chloro-4-methoxybenzyl)amino)-5-((pyrimidin-2-ylmethyl) carbamoyl)pyrimidin-2-yl)pyrrolidin-2-yl)methyl (4-nitrophenyl) carbonate C(OC[C@H]1N(CCC1)C1=NC=C(C(=N1)NCC1=CC(=C(C=C1)OC)Cl)C(NCC1=NC=CC=N1)=O)(OC1=CC=C(C=C1)[N+](=O)[O-])=O